1-methylpentyl cyanoacrylate C(#N)C(C(=O)OC(CCCC)C)=C